FC(CC=1OC2=C(C1)C=CC=C2)(F)F trifluoroethyl-benzofuran